Br.CC(C)(N)C dimethylethan-1-amine hydrobromide